C(#N)C1=NC2=CC(=CC(=C2N=C1N1CCN(CC1)C1=C(C=CC=C1C)C)[C@@H](C)NC1=C(C(=O)O)C=CC=C1)C (R)-2-((1-(2-cyano-3-(4-(2,6-dimeth-ylphenyl)piperazin-1-yl)-7-methyl-quinoxalin-5-yl)ethyl)amino)benzoic acid